The molecule is a member of the class of quinolones that is the amide obtained from formal condensation of the carboxy group of 4-hydroxy-1-(2-methylpropyl)-2-oxo-1,2-dihydroquinoline-3-carboxylic acid with the amino group of 5-methyl-1,3-thiazol-2-amine. It is a monocarboxylic acid amide, a member of 1,3-thiazoles, a quinolone and a monohydroxyquinoline. CC1=CN=C(S1)NC(=O)C2=C(C3=CC=CC=C3N(C2=O)CC(C)C)O